[Ti].[Sb].[Sn] tin antimony titanium